NC1=C2C(=NC=N1)N(N=C2C2=CC(=CC(=C2)O)F)CC2N(C(C1=C(C=CC=C1C2)C)=O)C2=C(C=CC=C2)C 3-((4-amino-3-(3-fluoro-5-hydroxyphenyl)-1H-pyrazolo[3,4-d]pyrimidin-1-yl)methyl)-8-methyl-2-o-tolyl-3,4-dihydroisoquinolin-1(2H)-one